(S)-4-(1-(7,8-dimethoxy-2-oxo-2,3-dihydro-1H-imidazo[4,5-c]quinolin-1-yl)ethyl)benzenesulfonamide COC=1C(=CC=2C3=C(C=NC2C1)NC(N3[C@@H](C)C3=CC=C(C=C3)S(=O)(=O)N)=O)OC